N-(4-{[6-(5-chloro-2-fluorophenyl)-3-(methylsulfanyl)pyridazin-4-yl]amino}pyridin-2-yl)-3-(piperazin-1-yl)propanamide ClC=1C=CC(=C(C1)C1=CC(=C(N=N1)SC)NC1=CC(=NC=C1)NC(CCN1CCNCC1)=O)F